N=1C=CN2C1C=CC(=C2)C2=CNC=1N=CN=C(C12)N[C@@H]1CC[C@H](CC1)N1CCOCC1 5-(imidazo[1,2-a]pyridin-6-yl)-N-(trans-4-morpholinocyclohexyl)-7H-pyrrolo[2,3-d]pyrimidin-4-amine